C1=CC=CC=2C3=CC=CC=C3C(C12)COC(=O)N[C@@H](COCCC)C(=O)O N-(((9H-fluoren-9-yl)methoxy)carbonyl)-O-propyl-L-serine